3-((2,5-dichloropyrimidine-4-yl)amino)propan-1-ol ClC1=NC=C(C(=N1)NCCCO)Cl